tert-butyl ((5-cyclopropyl-7-(4-methylpiperazin-1-yl)pyrazolo[1,5-a]pyridin-2-yl)methyl)carbamate C1(CC1)C1=CC=2N(C(=C1)N1CCN(CC1)C)N=C(C2)CNC(OC(C)(C)C)=O